6-{2H,4H,5H,6H-pyrrolo[3,4-c]pyrazole-2-sulfonyl}-3,4-dihydro-2H-1,4-benzoxazine N=1N(C=C2C1CNC2)S(=O)(=O)C=2C=CC1=C(NCCO1)C2